7-(1-hydroxycyclopentyl)-2-(1H-pyrazol-4-yl)-12-oxa-3-thia-6-azatricyclo[6.4.1.04,13]trideca-1,4(13),7-trien-5-one OC1(CCCC1)C=1NC(C=2SC(=C3OCCCC1C32)C=3C=NNC3)=O